C(C)(C)(C)OC(NC[C@@H]1CC[C@H](CC1)N)=O trans-(4-aminocyclohexyl)methylcarbamic acid tert-butyl ester